C(C)(C)(C)C1=CC=C(C=C1)C1=CC(=NC=N1)\C=C/1\C(NC(S1)=O)=O (Z)-5-((6-(4-(tert-Butyl)phenyl)pyrimidin-4-yl)methylene)thiazolidine-2,4-dione